pyrrolidine-1,2-dicarboxylic acid 1-(tert-butyl) ester formate salt C(=O)O.C(C)(C)(C)OC(=O)N1C(CCC1)C(=O)O